CC12CNCC(CC1)(N2C(=O)OC(C)(C)C)C tert-butyl 1,5-dimethyl-3,8-diazabicyclo[3.2.1]octan-8-carboxylate